2-(benzylidenedichloro-ruthenamethylene)-1,3-bis(mesityl)imidazolidine C(C1=CC=CC=C1)=[Ru](=C1N(CCN1C1=C(C=C(C=C1C)C)C)C1=C(C=C(C=C1C)C)C)(Cl)Cl